2-methylpyridin-3-yl-pyrazolo[5,1-b]Thiazole-7-carboxamide CC1=NC=CC=C1C1=CN2C(S1)=C(C=N2)C(=O)N